C(C)NCCOCCOCCNCC 1,2-Bis(2-ethylamino-ethoxy)ethane